N=C(C1=NC=CC=C1)C(C(=O)NN)N1C(OC2=C1C=CC=C2)=O (imino(pyridin-2-yl)methyl)-2-(2-oxobenzo[d]oxazol-3(2H)-yl)acetohydrazide